1-[6-(4-chloroanilino)-2-methylsulfanyl-5-nitro-pyrimidin-4-yl]-4-ethoxy-piperidine-4-carboxamide ClC1=CC=C(NC2=C(C(=NC(=N2)SC)N2CCC(CC2)(C(=O)N)OCC)[N+](=O)[O-])C=C1